1,5-bis({6-[bis(2-hydroxyoctyl)amino]hexyl}) 3-hydroxy-3-methylpentanedioate OC(CC(=O)OCCCCCCN(CC(CCCCCC)O)CC(CCCCCC)O)(CC(=O)OCCCCCCN(CC(CCCCCC)O)CC(CCCCCC)O)C